N[C@H]1CN(C[C@@H](C1)F)C1=NC=2N(C=C1)N=CC2C(=O)NC2=C(C=C(C=C2)N2C[C@@H](O[C@@H](C2)C)C)Cl 5-((3R,5R)-3-amino-5-fluoropiperidin-1-yl)-N-(2-chloro-4-((2S,6R)-2,6-dimethylmorpholino)phenyl)pyrazolo[1,5-a]pyrimidine-3-carboxamide